C(C)C(CO)(CCCCCCC(CO)(C)CC)C 2,9-diethyl-2,9-dimethyldecane-1,10-diol